NC=1C=2N(C(=C(N1)C1=CC=C(C=C1)F)C=1C=CC=3N(C1)C(=CN3)C)C=C(N2)C(=O)NC23CC(C2)(C3)CCO 8-amino-6-(4-fluorophenyl)-N-[3-(2-hydroxyethyl)bicyclo[1.1.1]pentan-1-yl]-5-{3-methylimidazo[1,2-a]pyridin-6-yl}imidazo[1,2-a]pyrazine-2-carboxamide